(S)-tert-butyl (3-bromo-8-oxo-6,7,8,9-tetrahydro-5H-pyrido[2,3-b]azepin-7-yl)carbamate BrC1=CC2=C(NC([C@H](CC2)NC(OC(C)(C)C)=O)=O)N=C1